(R)- or (S)-6-((1-((4-Amino-3-hydroxy-2,4-dimethylpentan-2-yl)sulfonyl)cyclopropyl)methyl)-N-(4-cyanobenzyl)-1-methyl-7-oxo-4,5,6,7-tetrahydro-1H-pyrazolo[3,4-c]pyridine-3-carboxamide NC([C@H](C(C)(C)S(=O)(=O)C1(CC1)CN1C(C2=C(CC1)C(=NN2C)C(=O)NCC2=CC=C(C=C2)C#N)=O)O)(C)C |o1:2|